4-[[4-[[(1S)-2-hydroxy-1-phenyl-ethyl]amino]-5-(5-isopropyl-1,3,4-oxadiazol-2-yl)pyrimidin-2-yl]amino]-N,N,2-trimethyl-benzamide OC[C@H](C1=CC=CC=C1)NC1=NC(=NC=C1C=1OC(=NN1)C(C)C)NC1=CC(=C(C(=O)N(C)C)C=C1)C